4-((S)-2-((S)-2-((((9H-fluoren-9-yl)methoxy)carbonyl)amino)-3-methylbutanamido)propanamido)benzyl tert-butyl ethane-1,2-diyldicarbamate C(CNC(OC(C)(C)C)=O)NC(OCC1=CC=C(C=C1)NC([C@H](C)NC([C@H](C(C)C)NC(=O)OCC1C2=CC=CC=C2C=2C=CC=CC12)=O)=O)=O